[Cl-].C(CC)[N+]1=CC=C(C=C1)CCCC 1-propyl-4-butylpyridinium chloride salt